(((2R,3S,4R,5R)-5-(4-((S)-2-amino-3-methylbutanamido)pyrrolo[2,1-f][1,2,4]triazin-7-yl)-5-cyano-3,4-dihydroxytetrahydrofuran-2-yl)methoxy)methyl pivalate C(C(C)(C)C)(=O)OCOC[C@H]1O[C@@]([C@@H]([C@@H]1O)O)(C#N)C1=CC=C2C(=NC=NN21)NC([C@H](C(C)C)N)=O